tert-butyl 3-[trans-4-(4-methyl-5-{(1R)-1-[3-(prop-2-yl) phenoxy] ethyl}-4H-1,2,4-triazol-3-yl) cyclohexyl]-1-oxa-2,8-diazaspiro[4.5]dec-2-ene-8-carboxylate CN1C(=NN=C1[C@@H](C)OC1=CC(=CC=C1)C(C)C)[C@@H]1CC[C@H](CC1)C1=NOC2(C1)CCN(CC2)C(=O)OC(C)(C)C